BrC=1C=C2C(=CCOC2=CC1)C=1N=CNC1 4-(6-bromo-2H-chromen-4-yl)-1H-imidazole